(4-(2-(3-fluorophenylamino)-4-(1,2,3,4-tetrahydroisoquinolin-7-ylamino)pyrimidin-5-yl)-1H-pyrazol-1-yl)ethanol FC=1C=C(C=CC1)NC1=NC=C(C(=N1)NC1=CC=C2CCNCC2=C1)C=1C=NN(C1)C(C)O